ClC1=C(C=CC(=C1)S(=O)(=O)C(C)C)C1CNC1 3-(2-Chloro-4-isopropylsulfonyl-phenyl)azetidine